1-[6-[2-amino-4-(2-morpholinoethoxy)anilino]-2-[3-(trifluoromethyl)pyrazol-1-yl]-3-pyridyl]ethanone NC1=C(NC2=CC=C(C(=N2)N2N=C(C=C2)C(F)(F)F)C(C)=O)C=CC(=C1)OCCN1CCOCC1